ClC=1C=C(C=CC1)C=1C=C(C(=NC1)C(=O)NC(CC(=O)O)(C)C)O 3-(5-(3-Chlorophenyl)-3-hydroxypicolinamido)-3-methylbutyric acid